((1S,4R)-4-(3-(((R)-2-(5-fluoropyridin-3-yl)-2-hydroxyethyl)amino)-3-methylbutyl)cyclohexyl)carbamic acid tert-butyl ester C(C)(C)(C)OC(NC1CCC(CC1)CCC(C)(C)NC[C@H](O)C=1C=NC=C(C1)F)=O